2-cyano-5-methylbenzene C(#N)C1=CC=C(C=C1)C